NC([C@H](CCCCNC(OCC1=CC=CC=C1)=O)NC(OC12CC3(CC(CC(C1)C3)C2)NCC(=O)N2CC3=CC=C(C=C3C2)F)=O)=O benzyl (3-((2-(5-fluoroisoindolin-2-yl)-2-oxoethyl)amino)adamantan-1-yl) ((S)-6-amino-6-oxohexane-1,5-diyl)dicarbamate